FC1=CC=C2C(=CNC2=C1)SC1=CC(=CC=C1)[N+](=O)[O-] 6-fluoro-3-((3-nitrophenyl)thio)-1H-indole